C1=CC=CC=2C3=CC=CC=C3N(C12)C1=CC=C(C=C1)C=1C=CC=2N(C3=CC=CC=C3C2C1)C1=CC(=C(C#N)C=C1N1C2=CC=CC=C2C=2C=C(C=CC12)C1=CC=C(C=C1)N1C2=CC=CC=C2C=2C=CC=CC12)C1=CC(=NC(=C1)C)C 4,5-bis(3-(4-(9H-carbazol-9-yl)phenyl)-9H-carbazol-9-yl)-2-(2,6-dimethylpyridin-4-yl)benzonitrile